N-(3-aminobicyclo[1.1.1]pentan-1-yl)-2-(cis-3-(trifluoromethoxy)cyclobutoxy)acetamide HCl salt Cl.NC12CC(C1)(C2)NC(CO[C@@H]2C[C@@H](C2)OC(F)(F)F)=O